BrC1=CC=CC=2N(C(N(C21)C)=O)C2C(NC(CC2)=O)=O 3-(4-bromo-3-methyl-2-oxo-1,3-benzodiazol-1-yl)piperidine-2,6-dione